tert-butyl ((3-bromo-8,8-dimethyl-7,8-dihydro-2H-1,6,9-trioxa-9a-borabenzo[cd]azulen-2-yl)methyl)carbamate BrC1=CC=C2C3=C1C(OB3OC(CO2)(C)C)CNC(OC(C)(C)C)=O